2-phenylethyl butanoate (phenyl ethyl butyrate) C1(=CC=CC=C1)CCC(C(=O)O)CC.C(CCC)(=O)OCCC1=CC=CC=C1